C[C@@H]1C(N(C2=C(O1)C=C(C=C2)NC(=O)NC2(CCCC2)C)[C@@H](C)C2=NC(=CC=C2)C(F)(F)F)=O 1-((R)-2-methyl-3-oxo-4-((S)-1-(6-(trifluoromethyl)pyridin-2-yl)ethyl)-3,4-dihydro-2H-benzo[b][1,4]oxazin-7-yl)-3-(1-methylcyclopentyl)urea